3-methoxycarbonylmethyl-morpholine-4-carboxylic acid tert-butyl ester C(C)(C)(C)OC(=O)N1C(COCC1)CC(=O)OC